2-methyl-5-(2-methylsulfanylpyrimidin-4-yl)pyrazolo[1,5-a]pyrimidin-7-ol CC1=NN2C(N=C(C=C2O)C2=NC(=NC=C2)SC)=C1